ClC1=NN2C=3CC4(CC4)CN(C3C=NC2=C1)C(=O)OC(C)(C)C tert-butyl 4-chlorospiro[2,3,7,10-tetrazatricyclo[7.4.0.02,6]trideca-1(9),3,5,7-tetraene-12,1'-cyclopropane]-10-carboxylate